O=C1NC(CCC1N1C(C2=CC=C(C=C2C1=O)N1CCN(CC1)CCCCCCCCO)=O)=O 2-(2,6-dioxopiperidin-3-yl)-5-(4-(8-hydroxyoctyl)piperazine-1-yl)isoindoline-1,3-dione